N(=[N+]=[N-])C[C@@]12CCCN2C[C@H](C1)F (2S,7aR)-7a-(azidomethyl)-2-fluoro-hexahydropyrrolizine